OC1C(C(CC1)CC(=O)[O-])CCCCC 3-hydroxy-2-pentylcyclopentylacetat